chlorospiro[7H-benzo[c]xanthene-7,1'(3'H)-isobenzofuran]-3'-one ClC1=C2C(OC3(C2=CC=C1)C=1C=CC=CC1OC=1C2=C(C=CC13)C=CC=C2)=O